bicyclo[3.3.1]nonane-3-carboxylic acid C12CC(CC(CCC1)C2)C(=O)O